butyl 6-{[2-(2,6-dioxopiperidin-3-yl)-1,3-dioxoisoindol-5-yl]amino}hexanoate O=C1NC(CCC1N1C(C2=CC=C(C=C2C1=O)NCCCCCC(=O)OCCCC)=O)=O